NC1CN(C1)C(=O)O[C@@H]1CC[C@H](CC1)C(N(C[C@@H]1CC[C@H](CC1)C1=CC(=C(C=C1)OC)C)C1=CC(=CC=C1)C=1C=NN(C1)C1CC1)=O trans-4-((3-(1-Cyclopropyl-1H-pyrazol-4-yl)phenyl)((trans-4-(4-methoxy-3-methylphenyl)cyclohexyl)methyl) carbamoyl)cyclohexyl 3-aminoazetidine-1-carboxylate